2,2-bipyridin-5-yl N1=C(C=CC(=C1)*)C1=NC=CC=C1